C[Si]C racemic-dimethyl-silicon